ethyl 9-bromo-1-isobutyl-8-methoxy-5,6-dihydropyrrolo[2,1-a]isoquinoline-3-carboxylate BrC1=C(C=C2CCN3C(C2=C1)=C(C=C3C(=O)OCC)CC(C)C)OC